ClC1=C(C#N)C(=CC(=C1)S)Cl 2,6-dichloro-4-mercaptobenzonitrile